N2-(4-(4-(dimethylamino)piperidin-1-yl)-2-methoxy-5-methylphenyl)-N4-(1-(methylsulfonyl)indolin-7-yl)-7H-pyrrolo[2,3-d]pyrimidine-2,4-diamine CN(C1CCN(CC1)C1=CC(=C(C=C1C)NC=1N=C(C2=C(N1)NC=C2)NC=2C=CC=C1CCN(C21)S(=O)(=O)C)OC)C